(5,7-dihydro-6H-pyrrolo[3,4-b]pyridin-6-yl)(6-(3-(6,7-dihydropyrazolo[1,5-a]pyrimidin-4(5H)-yl)-7,8-dihydro-1,6-naphthyridin-6(5H)-yl)-5-methylpyridazin-3-yl)methanone N1=C2C(=CC=C1)CN(C2)C(=O)C=2N=NC(=C(C2)C)N2CC=1C=C(C=NC1CC2)N2C=1N(CCC2)N=CC1